8-[(4-acetylpiperazin-1-yl)methyl]-4-[(2R)-3-(3,4-dihydro-1H-isoquinolin-2-yl)-2-hydroxy-propyl]-2,3-dihydro-1,4-benzoxazepin-5-one C(C)(=O)N1CCN(CC1)CC1=CC2=C(C(N(CCO2)C[C@@H](CN2CC3=CC=CC=C3CC2)O)=O)C=C1